nickel 2,2'-bipyridine-4,4'-dicarboxylic acid N1=C(C=C(C=C1)C(=O)O)C1=NC=CC(=C1)C(=O)O.[Ni]